2-(Benzo[d]thiazole-6-carbonyl)-2,7-diazaspiro[4.5]decane-6,8-dione S1C=NC2=C1C=C(C=C2)C(=O)N2CC1(CC2)C(NC(CC1)=O)=O